FC1=C(OC2=C[C@@]3(C(CN(C3)C[C@H](O)C=3C=C4CCC(NC4=CC3)=O)=C2)O)C=CC=C1F 6-((R)-2-((3aS,5S,6aR)-5-(2,3-difluorophenoxy)-3a-hydroxycyclopenta[c]pyrrol-2(1H)-yl)-1-hydroxyethyl)-3,4-dihydroquinolin-2(1H)-one